N-methylcarbamoylimidazole CNC(=O)N1C=NC=C1